5-chloro-1H-pyrrolo[2,3-c]pyridin-2(3H)-one ClC=1C=C2C(=CN1)NC(C2)=O